butyl (3S)-4-(6-fluoro-7-(5-fluorobenzo[d][1,3]dioxol-4-yl)-1-(2-isopropyl-4-methylpyridin-3-yl)-2-oxo-1,2-dihydropyrido[2,3-d]pyrimidin-4-yl)-3-methylpiperazine-1-carboxylate FC1=CC2=C(N(C(N=C2N2[C@H](CN(CC2)C(=O)OCCCC)C)=O)C=2C(=NC=CC2C)C(C)C)N=C1C1=C(C=CC=2OCOC21)F